FC=1C=C(NC2=NC=C(C(=N2)N[C@H](CO)C2=CC=CC=C2)C#N)C=CC1S(=O)(=O)C 2-(3-fluoro-4-methylsulfonyl-anilino)-4-[[(1S)-2-hydroxy-1-phenylethyl]amino]-pyrimidine-5-carbonitrile